FC(C(=O)N1CC(CC1)OC(=O)N1C2CC(CC1CC2)CNC2=CC(=NC=1N2N=CC1C(C)C)O[C@H]1CNCCC1)=C 3-(((3-isopropyl-5-(((R)-piperidin-3-yl)oxy)pyrazolo[1,5-a]pyrimidin-7-yl)amino)methyl)-8-azabicyclo[3.2.1]octane-8-carboxylic acid 1-(2-fluoroacryloyl)pyrrolidin-3-yl ester